tert-butyl (2-hydroxy-2-(3-methoxy-4-((3-(4-methoxy-3-(pentyloxy)phenyl)-2-oxotetrahydropyrimidin-1(2H)-yl)methyl)phenyl)ethyl)carbamate OC(CNC(OC(C)(C)C)=O)C1=CC(=C(C=C1)CN1C(N(CCC1)C1=CC(=C(C=C1)OC)OCCCCC)=O)OC